5-(2,3-difluoro-4-methoxyphenyl)-1-methyl-1H-imidazole-2-carboxamide FC1=C(C=CC(=C1F)OC)C1=CN=C(N1C)C(=O)N